C1(=CC=CC=C1)C1=CNCC1 3-phenylpyrrolin